2,2-Difluoro-4-(1H-indol-5-yl)-N-phenylbutanamide FC(C(=O)NC1=CC=CC=C1)(CCC=1C=C2C=CNC2=CC1)F